(R)-1-chloro-2-propanol ClC[C@@H](C)O